CC=1C=CC(=NC1)NC(=O)C=1C(=C2C=CN(C2=CC1)S(=O)(=O)C1=CC=C(C)C=C1)NC(CCOCCOCCNC(OC(C)(C)C)=O)=O tert-butyl (2-(2-(3-((5-((5-methylpyridin-2-yl)carbamoyl)-1-tosyl-1H-indol-4-yl)amino)-3-oxopropoxy)ethoxy)ethyl)carbamate